C(#N)C(C(=O)OCCCCCCCC)=C octyl alpha-cyanoacrylate